FC1=C(C=CC=C1)C=CC(C=CC1=CC=C(C=C1)O)=O 1-(2-fluorophenyl)-5-(4-hydroxyphenyl)-1,4-pentadien-3-one